(2R,3R,4R,5R,6S)-4-(4-(3-fluorophenyl)-1H-1,2,3-triazol-1-yl)-2-(hydroxymethyl)-6-((3-(hydroxymethyl)-4-(4-hydroxyphenyl)piperazin-1-yl)methyl)tetrahydro-2H-pyran-3,5-diol FC=1C=C(C=CC1)C=1N=NN(C1)[C@H]1[C@H]([C@H](O[C@H]([C@@H]1O)CN1CC(N(CC1)C1=CC=C(C=C1)O)CO)CO)O